Tert-butyl (1R,5S)-3-(2,6,7-trichloropyrido[2,3-d]pyrimidin-4-yl)-3,8-diazabicyclo[3.2.1]octane-8-carboxylate ClC=1N=C(C2=C(N1)N=C(C(=C2)Cl)Cl)N2C[C@H]1CC[C@@H](C2)N1C(=O)OC(C)(C)C